CC1=C(C(=CC(=C1N)C)C1=CC(=C(N)C(=C1)C)C)CCO 3,3',5,5'-tetramethyl-benzidineethanol